C(#C)C1=C(C2=C(N=C(N=C2)NC2CCN(CC2)S(=O)(=O)C(C)C)N(C1=O)[C@H]1[C@](CCC1)(C)O)C 6-ethynyl-8-((1R,2R)-2-hydroxy-2-methylcyclopentyl)-2-((1-(isopropylsulfonyl)piperidin-4-yl)amino)-5-methylpyrido[2,3-d]pyrimidin-7(8H)-one